OC12C(=NC3=CN=CC=C3C1=O)N(CC2)C=2C=C(C#N)C=CC2 3-{3a-hydroxy-4-oxo-1H,2H,3H,3aH,4H-pyrrolo[2,3-b]1,7-naphthyridin-1-yl}benzonitrile